6-(6-cyclopropyl-3-ethylsulfonyl-imidazo[1,2-a]pyridin-2-yl)-3-(trifluoromethyl)-7H-pyrrolo[3,4-b]pyridin-5-one C1(CC1)C=1C=CC=2N(C1)C(=C(N2)N2CC1=NC=C(C=C1C2=O)C(F)(F)F)S(=O)(=O)CC